monolithiododecane [Li]CCCCCCCCCCCC